sodium dodecylalcohol C(CCCCCCCCCCC)O.[Na]